2-(but-3-yn-1-yloxy)-5-(hydroxymethyl)phenyl acetate C(C)(=O)OC1=C(C=CC(=C1)CO)OCCC#C